ethyl 6-((tert-butoxycarbonyl)amino)-5-chloropyrazine-2-carboxylate C(C)(C)(C)OC(=O)NC1=C(N=CC(=N1)C(=O)OCC)Cl